ClC1=NNC2=CC=C(C(=C12)F)C#N 3-chloro-4-fluoro-1H-Indazole-5-carbonitrile